C(C)(C)(C)OC(CCN1N=C(C=C1C1=NNC=N1)C)=O tert-butyl-3-[3-methyl-5-(1H-1,2,4-triazol-3-yl)-1H-pyrazol-1-yl]-propanoate